C[C@H]1CN(C[C@@H](N1)C)[C@@H](C(=O)NC=1C=CC=C2C(=CNC12)C1=NC(=NC=C1F)NC1=C(C(=CC=C1)S(=O)(=O)C)F)C (R)-2-((3S,5S)-3,5-dimethylpiperazin-1-yl)-N-(3-(5-fluoro-2-((2-fluoro-3-(methylsulfonyl)phenyl)amino)pyrimidin-4-yl)-1H-indol-7-yl)propanamide